1,1-bis(3-chloro-4-hydroxy-5-isopropylphenyl)cyclohexane ClC=1C=C(C=C(C1O)C(C)C)C1(CCCCC1)C1=CC(=C(C(=C1)C(C)C)O)Cl